1-(4-chlorophenyl)pyrazolidin-3-ol potassium [K].ClC1=CC=C(C=C1)N1NC(CC1)O